(4aR,8aS)-6-(6-(2-fluoro-4-(trifluoromethyl)benzyl)-2-azaspiro[3.3]heptane-2-carbonyl)hexahydro-2H-pyrido[4,3-b][1,4]oxazin-3(4H)-one FC1=C(CC2CC3(CN(C3)C(=O)N3C[C@@H]4[C@@H](OCC(N4)=O)CC3)C2)C=CC(=C1)C(F)(F)F